BrC=1C(=NC(=NC1)NC1=CC=C(C=C1)OCCCN1CCOCC1)NC=1SC=CC1C(=O)OC methyl 2-{5-bromo-2-[4-(3-morpholin-4-ylpropoxy) phenylamino]-pyrimidin-4-ylamino}-thiophene-3-carboxylate